OC1CCN(CC1)C1(CCN(CC1)C(=O)OC(C)(C)C)C(F)(F)F tert-butyl 4-hydroxy-4'-(trifluoromethyl)-[1,4'-bipiperidine]-1'-carboxylate